(E)-2-methyl-2-hexenoic acid methyl ester COC(\C(=C\CCC)\C)=O